OC[C@@]12CCCN2C[C@@H](C1)O (2R,7aR)-7a-(hydroxymethyl)hexahydro-1H-pyrrolizin-2-ol